2-chloro-3,5-dimethyl-pyridine ClC1=NC=C(C=C1C)C